(3-chloro-5-(trifluoromethyl)pyridin-2-yl)-5-acetoxybenzooxazol-2(3H)-one ClC=1C(=NC=C(C1)C(F)(F)F)N1C(OC2=C1C=C(C=C2)OC(C)=O)=O